FC(OC1CC(C1)NC(C1=CC=CC=C1)=O)F N-((1s,3s)-3-(difluoromethoxy)cyclobutyl)benzamide